9,9-bis(2-methoxycarbonylethyl)-2,7-bis(2-naphthyl)fluorene COC(=O)CCC1(C2=CC(=CC=C2C=2C=CC(=CC12)C1=CC2=CC=CC=C2C=C1)C1=CC2=CC=CC=C2C=C1)CCC(=O)OC